2-AMINO-PYRIMIDIN-5-OL NC1=NC=C(C=N1)O